[Al].[Co].[Ni] nickel-Cobalt-Aluminum